BrC=1C(=NC(=NC1)C(F)(F)F)N1CC2(C1)CN(CC2)C(=O)OC(C)(C)C tert-butyl 2-(5-bromo-2-(trifluoromethyl)pyrimidin-4-yl)-2,6-diazaspiro[3.4]octane-6-carboxylate